(2S)-N-[4-methyl-3-[5-(morpholin-4-yl)-6-(morpholin-4-yloxy)pyridin-3-yl]phenyl]-2-(trifluoromethyl)morpholine-4-carboxamide CC1=C(C=C(C=C1)NC(=O)N1C[C@H](OCC1)C(F)(F)F)C=1C=NC(=C(C1)N1CCOCC1)ON1CCOCC1